S(C)(=O)(=O)O.ClC1=NSC(=N1)C1=NN=C2N1CCN([C@@H]2C)C(=O)C2=CC(=C(C=C2)F)[2H] (R)-(3-(3-chloro-1,2,4-thiadiazol-5-yl)-8-methyl-5,6-dihydro-[1,2,4]triazolo[4,3-a]pyrazin-7(8H)-yl)(4-fluorophenyl-3-d)methanone mesylate salt